C(C)(C)(C)OC(=O)N1C(CC=CC1)C1=CC(=C(C=C1)[N+](=O)[O-])N (3-amino-4-nitrophenyl)-3,6-dihydropyridine-1(2H)-carboxylic acid tert-butyl ester